5-iodonaphthalene IC1=C2C=CC=CC2=CC=C1